O1CCN(CC1)C1C(C2=CC=CC=C2C1)=O morpholino-indanone